2-methyl-3-phenylhexanoic acid CC(C(=O)O)C(CCC)C1=CC=CC=C1